N4-(acetyl)-5'-O-(4,4'-dimethoxytrityl)-2'-O-[2-(N-methylcarbamoyl)ethyl]-5-methylcytidine-3'-(2-cyanoethyl N,N-diisopropyl phosphoramidite) C(#N)CCP(O)(N(C(C)C)C(C)C)O[C@H]1[C@H]([C@@H](O[C@@H]1COC(C1=CC=C(C=C1)OC)(C1=CC=C(C=C1)OC)C1=CC=CC=C1)N1C(=O)N=C(NC(C)=O)C(=C1)C)OCCC(NC)=O